COC1=C(NCC#CC=2C=C(C3=C(N(C=N3)CC(F)(F)F)C2)C(=O)NCC2=CC=C(C=C2)OC)C=CC(=C1)S(=O)(=O)C 6-[3-(2-methoxy-4-methylsulfonyl-anilino)prop-1-ynyl]-N-[(4-methoxyphenyl)methyl]-1-(2,2,2-trifluoroethyl)benzimidazole-4-carboxamide